ClC1=C(C=CC=C1)N1C=2N(C3=C(C1=O)C=NC(=N3)NC3=CC(=CC=C3)OCCCN3CCN(CC3)C)C=CN2 6-(2-chlorophenyl)-2-({3-[3-(4-methylpiperazin-1-yl)propoxy]phenyl}amino)imidazo[1,2-a]pyrimido[5,4-e]pyrimidin-5(6H)-one